COC=1C=C(C=CC1OCC#C)/C=C/C(=O)NC1=C(C=CC=C1)C (E)-3-(3-methoxy-4-(prop-2-yn-1-yloxy)phenyl)-N-(o-tolyl)acrylamide